C1(=CC=CC=C1)C(C1=CC=CC=C1)=NC1=CC(=NC=C1F)C(C=O)C(C)C (4-((Diphenylmethylene)amino)-5-fluoropyridin-2-yl)-3-methylbutanal